C(C)(C)(C)OC(CC1(CCN(CC1)C1=C(C=C(C=C1F)N[C@H]1C(NC(CC1)=O)=O)Cl)O)=O [1-[2-chloro-4-[[(3R)-2,6-dioxo-3-piperidinyl]amino]-6-fluoro-phenyl]-4-hydroxy-4-piperidinyl]acetic acid tert-butyl ester